BrC1=C(C=C(C(=C1)[N+](=O)[O-])OC)N1CCC(CC1)N1C(OCCCC1)=O 3-(1-(2-bromo-5-methoxy-4-nitrophenyl)piperidin-4-yl)-1,3-oxazepan-2-one